6-chloro-N-(trans-4-((5-chlorobenzo[d]oxazol-2-yl)carbamoyl)cyclohexyl)quinoline-2-carboxamide ClC=1C=C2C=CC(=NC2=CC1)C(=O)N[C@@H]1CC[C@H](CC1)C(NC=1OC2=C(N1)C=C(C=C2)Cl)=O